C1(CC1)N1N=CC(=C1CO[C@H]1[C@@H]2CN([C@H](C1)C2)C2=CC=C(C(=O)O)C=C2)C2=C(C=CC=C2Cl)Cl 4-[(1S,4S,5R)-5-[[1-cyclopropyl-4-(2,6-dichlorophenyl)-1H-pyrazol-5-yl]methoxy]-2-azabicyclo[2.2.1]heptan-2-yl]benzoic acid